ClC=1C=C2C(=C3C4(NC(NC13)=O)CCCCC4)OC(=C2)C(=O)N2CCC4(CC2)OCCC2=C4C=CC=C2 5'-chloro-2'-({3,4-dihydrospiro[2-benzopyran-1,4'-piperidine]-1'-yl}carbonyl)-7',8'-dihydro-6'H-spiro[cyclohexane-1,9'-furo[2,3-f]quinazoline]-7'-one